heptadecan-9-yl 8-((6-((S)-2-acetamido-5-guanidinopentanamido)-2-hydroxyhexyl)(6-oxo-6-(undecyloxy)hexyl)amino)octanoate C(C)(=O)N[C@H](C(=O)NCCCCC(CN(CCCCCCCC(=O)OC(CCCCCCCC)CCCCCCCC)CCCCCC(OCCCCCCCCCCC)=O)O)CCCNC(=N)N